8'-Bromo-7'-fluoro-1-(3-fluorophenyl)-3'-methylspiro[azetidine-3,1'-pyrrolo[2,3-c]quinolin]-2'(3'H)-one BrC1=CC=2C3=C(C=NC2C=C1F)N(C(C31CN(C1)C1=CC(=CC=C1)F)=O)C